tert-butyl 2-[4-[1-(2,6-dioxo-3-piperidyl)indolin-4-yl]-1-piperidyl]acetate O=C1NC(CCC1N1CCC2=C(C=CC=C12)C1CCN(CC1)CC(=O)OC(C)(C)C)=O